CC1=C(NC(=C1)C)\C=C\1/C(N(C2=CC(=CC=C12)C(=O)NCC1CCOCC1)CC1CCOCC1)=O (Z)-3-((3,5-dimethyl-1H-pyrrol-2-yl)methylene)-2-oxo-N,1-bis((tetrahydro-2H-pyran-4-yl)methyl)indole-6-carboxamide